C(C1=CC=CC=C1)(=O)OC1(C(C(C(C=C1)(Cl)F)(N1C(NC(CC1)=O)=O)F)(F)F)F 4-Chloro-3-(2,4-dioxotetrahydropyrimidine-1(2H)-yl)pentafluorophenyl benzoate